ethyl 5-(difluoromethyl)-1-(2-(oxetan-3-ylamino)-2-oxoethyl)-1H-pyrazole-3-carboxylate FC(C1=CC(=NN1CC(=O)NC1COC1)C(=O)OCC)F